FC1(CC2C(C2C1)C(=O)N)F 3,3-difluorobicyclo[3.1.0]hexane-6-carboxamide